1H-pyrrolizin C1C=CN2C=CC=C12